C[C@@]1(NCCC1)C(=O)O (S)-alpha-methylProline